BrC1=CC=C(C=C1)N1CCC(CC1)(O)CN1CCC(CC1)C=1C=C2CN(C(C2=CC1)=O)C1C(NC(CC1)=O)=O 3-[5-[1-[[1-(4-bromophenyl)-4-hydroxy-4-piperidyl]methyl]-4-piperidyl]-1-oxo-isoindolin-2-yl]piperidine-2,6-dione